CC=1C=CC=2N(C1)C(=C(N2)C2=CC=C(C=C2)C)CC(=O)O 2-[6-methyl-2-(p-methylphenyl)imidazo[1,2-a]pyridin-3-yl]acetic acid